[N+](=O)([O-])C1=C(C=CC(=C1)[N+](=O)[O-])N=[N+]=[N-] 2,4-Dinitroazidobenzen